(2R)-3-((2-((((9H-fluoren-9-yl)methoxy)carbonyl)amino)-3-(allyloxy)-3-oxopropyl)thio)propane-1,2-diyl bis(13-methyltetradecanoate) CC(CCCCCCCCCCCC(=O)OC[C@H](CSCC(C(=O)OCC=C)NC(=O)OCC1C2=CC=CC=C2C=2C=CC=CC12)OC(CCCCCCCCCCCC(C)C)=O)C